[K+].C(CCCCCCCCCC)C(C(=O)[O-])C(=O)[O-].[K+] 2-undecylmalonic acid potassium salt